C(CCC)OC1=CC=C(C=C1)C1(C=CC2=C(O1)C=1C=CC(=CC1C1=C2C(C2=CC(=CC=C21)C2=CC=CC=C2)(C)C)OC)C2=CC=C(C=C2)N2CCOCC2 3-(4-butoxyphenyl)-3-(4-morpholinophenyl)-7-methoxy-11-phenyl-13,13-dimethyl-3H,13H-indeno[2',3':3,4]naphtho[1,2-b]pyran